Dimethyl trisulfid CSSSC